5-[(2,4-dichloropyrimidin-5-yl)methyl]-5-azaspiro[2.4]heptan-4-one ClC1=NC=C(C(=N1)Cl)CN1C(C2(CC2)CC1)=O